C(C)(C)(C)OC(=O)N1CCC(CC1)NC1=C2N=CN(C2=NC=N1)C1CC(C1)NC(=O)C1=NC(=CC=C1)C 4-((9-((1s,3s)-3-(6-methylpyridinamido)cyclobutyl)-9H-purin-6-yl)amino)piperidine-1-carboxylic acid tert-butyl ester